N[C@@H]1CN(CC[C@@H]1F)C(=O)OC(C)(C)C tert-butyl (3R,4S)-3-amino-4-fluoropiperidine-1-carboxylate